N-[trans-(7RS,9RS)-3-cyclopropyl-5-(2-methylpropylsulfamoyl)-9-(propylamino)-8,9-dihydro-7H-cyclopenta[h]isoquinolin-7-yl]pyridine-3-carboxamide C1(CC1)C=1N=CC2=C3C(=CC(=C2C1)S(NCC(C)C)(=O)=O)[C@@H](C[C@H]3NCCC)NC(=O)C=3C=NC=CC3 |r|